OC1(CCCC1)C1=NC(=NC=C1)C(=O)O (1-hydroxycyclopentyl)pyrimidine-2-carboxylic acid